tert-butyl (R)-2-allyl-2-(((tert-butoxycarbonyl)amino)methyl)-3-oxopiperazine-1-carboxylate C(C=C)[C@@]1(N(CCNC1=O)C(=O)OC(C)(C)C)CNC(=O)OC(C)(C)C